6-iodo-N4-((tetrahydro-2H-pyran-4-yl)methyl)thieno[3,2-d]Pyrimidine-2,4-diamine IC1=CC=2N=C(N=C(C2S1)NCC1CCOCC1)N